(4,7-dichloro-6-(4-(3-oxopropyl)phenyl)-2H-indazol-2-yl)-2-((R)-6-fluoro-6,7-dihydro-5H-pyrrolo[1,2-c]imidazol-1-yl)-N-(thiazol-2-yl)acetamide ClC=1C2=CN(N=C2C(=C(C1)C1=CC=C(C=C1)CCC=O)Cl)C(C(=O)NC=1SC=CN1)C1=C2N(C=N1)C[C@@H](C2)F